FC1=CC=C(/C=C/C2=CC=NC=3C(C(=C(C(C23)=O)NC(CCCN2CCN(CC2)C)=O)N2CCN(CC2)C)=O)C=C1 (E)-N-(4-(4-fluorostyryl)-7-(4-methylpiperazin-1-yl)-5,8-dioxo-5,8-dihydroquinolin-6-yl)-4-(4-methylpiperazin-1-yl)butanamide